CN([C@H]([C@@H](C1=CC=C(C=C1)[N+](=O)[O-])NS(=O)(=O)C1=CC=C(C=C1)C=C)COC(C1=CC=CC=C1)(C1=CC=CC=C1)C1=CC=CC=C1)C N-((1r,2r)-2-(dimethylamino)-1-(4-nitrophenyl)-3-(trityloxy)propyl)-4-vinylbenzenesulfonamide